C(COCCC(=O)OC1=C(C(=C(C(=C1F)F)F)F)F)OCCC(=O)OC1=C(C(=C(C(=C1F)F)F)F)F bis(perfluorophenyl) 3,3'-(ethane-1,2-diylbis(oxy))dipropionate